CC1C2(C(C3(CCC2C(CC1)C3)C)(C)C)O tetramethyltricyclo[5.3.1.0~3,8~]undecan-3-ol